C(C1=CC=CC=C1)N1CCC(CC1)CCNC(=O)N1[C@@H](CN(CC1)C1=CC(=C(C=C1)F)F)C (2R)-N-[2-(1-benzylpiperidin-4-yl)ethyl]-4-(3,4-difluorophenyl)-2-methylpiperazine-1-carboxamide